C(C)(C)(C)OC(=O)N1[C@H]2CN[C@@H](C1)C2.CC2C[C@H](N1CCC=C21)CO[Si](C2=CC=CC=C2)(C2=CC=CC=C2)C(C)(C)C Methyl-(3S,7aS)-3-(((tert-butyldiphenylsilyl)oxy)methyl)tetrahydro-1H-pyrrolizine tert-butyl-(1R,4R)-2,5-diazabicyclo[2.2.1]heptane-2-carboxylate